propanethial S-oxide C(CC)=S=O